SC1(CCC(CC1)C(C)C)C mercaptomenthan